6-(aminomethyl)-7-methoxyisoquinoline-1-amine NCC=1C=C2C=CN=C(C2=CC1OC)N